tert-butyl 2-((S)-6,8-dichloro-1-methyl-1,2,3,4-tetrahydroisoquinoline-2-carbonyl)-2-methylmorpholine-4-carboxylate ClC=1C=C2CCN([C@H](C2=C(C1)Cl)C)C(=O)C1(CN(CCO1)C(=O)OC(C)(C)C)C